(R)-ethyl 4-(1-(3-(3-chloro-4-cyanophenyl)-1H-pyrazol-1-yl)propan-2-yl-carbamoyl)thiazole-2-carboxylate ClC=1C=C(C=CC1C#N)C1=NN(C=C1)C[C@@H](C)NC(=O)C=1N=C(SC1)C(=O)OCC